(S or R)-N-((R)-((R)-7-chloro-1,2,3,4-tetrahydropyrido[2,3-b]pyrazin-3-yl)(phenyl)methyl)-2-(4-(methylsulfonyl)phenyl)propan-1-amine ClC1=CC2=C(N[C@H](CN2)[C@H](NC[C@@H](C)C2=CC=C(C=C2)S(=O)(=O)C)C2=CC=CC=C2)N=C1 |o1:12|